3-[5-[3-(dimethoxymethyl)azetidin-1-yl]-1-oxo-3H-isoindol-2-yl]piperidine-2,6-dione COC(C1CN(C1)C=1C=C2CN(C(C2=CC1)=O)C1C(NC(CC1)=O)=O)OC